Cl.NCC#CC1=CC=C(C=C1)NC(C[C@H]1C=2N(C3=C(C(=N1)C1=CC=C(C=C1)Cl)C(=C(S3)C)C)C(=NN2)C)=O (S)-N-(4-(3-aminoprop-1-yn-1-yl)phenyl)-2-(4-(4-chlorophenyl)-2,3,9-trimethyl-6H-thieno[3,2-f][1,2,4]triazolo[4,3-a][1,4]diazepin-6-yl)acetamide hydrochloride